OC=1C(=CC2=N(C3=CC=C(C=C3N(=C2C1)=O)S(=O)(=O)O)=O)S(=O)(=O)O 3-hydroxy-5,10-dioxo-5λ5,10λ5-phenazine-2,7-disulfonic acid